(4S,5S,6S)-5,6-difluoro-1-[(3R,5S)-3,4,5-trifluorocyclohexyl]-3-(trifluoromethyl)-5,6-dihydro-4H-cyclopenta[c]pyrazol-4-ol F[C@H]1[C@H](C2=C(N(N=C2C(F)(F)F)C2C[C@H](C([C@H](C2)F)F)F)[C@@H]1F)O